N-allyloxycarbonyl-1,4-butanediamine hydrochloride Cl.C(C=C)OC(=O)NCCCCN